ClC1=CC(=C(C=C1)[C@@]1(OC2=C(O1)C=CC=C2C2CCN(CC2)CC=2N(C(=CN2)/C=C/C(=O)O)C[C@@H](C)OC2CC2)C)F (E)-3-(2-((4-((S)-2-(4-chloro-2-fluorophenyl)-2-methylbenzo[d][1,3]dioxol-4-yl)piperidin-1-yl)methyl)-1-((R)-2-cyclopropoxypropyl)-1H-imidazol-5-yl)acrylic acid